(dimethylamino)ethyl acrylate C(C=C)(=O)OCCN(C)C